O=C1NCC[C@@H]1C1N(CCN(C1)C1=NC=2N(C=C1)N=CC2C=2C(=NC=CC2)OC2CC2)C(=O)OC(C)COC2=C(C=CC=C2)C(F)(F)F 3-(2-(trifluoromethyl)phenoxy)propan-2-ol [(3R)-2-oxopyrrolidin-3-yl]-4-[3-[2-(cyclopropoxy)-3-pyridyl]pyrazolo[1,5-a]pyrimidin-5-yl]piperazine-1-carboxylate